BrC1=CC=C2C(=NN(C2=C1)C)C 6-bromo-1,3-dimethyl-1H-indazole